C(C1=CC=CC=C1)OC1=NSC=C1Br 3-(benzyloxy)-4-bromoisothiazole